BrC=1C(=C(C=C(C1)C#N)N1[C@H](CN(CC1)C(=O)OC(C)(C)C)C)Cl tert-butyl (S)-4-(3-bromo-2-chloro-5-cyanophenyl)-3-methylpiperazine-1-carboxylate